OC1=C(C(N(CC1CC(F)(F)F)C)=O)C(NC1=CC=CC=C1)=S 4-hydroxy-1-methyl-2-oxo-N-phenyl-5-(2,2,2-trifluoroethyl)-1,2,5,6-tetrahydropyridine-3-carbothioamide